neopentyl glycol didecanate C(CCCCCCCCC)(=O)OCC(C)(COC(CCCCCCCCC)=O)C